FC1=C(C(=O)N[C@@H](C(=O)N2CCC3(C(C(N(C3=O)C)=O)C3=CC=CC=C3)CC2)C(C)C)C=C(C=C1)OC 2-fluoro-5-methoxy-N-((2R)-3-methyl-1-(2-methyl-1,3-dioxo-4-phenyl-2,8-diazaspiro[4.5]decan-8-yl)-1-oxobutan-2-yl)benzamide